ClC1=CC(=C(C=C1)N1N=C(C=C1)OCC=C(C(C(=O)NC)=NOC)C)F 5-[1-(4-chloro-2-fluorophenyl)pyrazol-3-yl]oxy-2-methoxyimino-N,3-dimethylpent-3-enamide